BrC1=CC(=NC=C1)C(COC)NC(OC(C)(C)C)=O tert-Butyl N-[1-(4-bromo-2-pyridyl)-2-methoxy-ethyl]carbamate